[Cl-].C(C)OC(=O)C=1C(=CC(N(C1)C[C@]1(C(C[NH2+]CC1)(C)C)O)=O)C1=CC=CC=C1 (S)-4-((5-(ethoxycarbonyl)-2-oxo-4-phenylpyridin-1(2H)-yl)methyl)-4-hydroxy-3,3-dimethylpiperidin-1-ium chloride